CN1C(N2[C@H](COC3=C4C2=C1C=NC4=CC=C3C=3C=NC(=CC3)OCCCN3CCCCC3)C)=O (S)-2,10-dimethyl-7-(6-(3-(piperidin-1-yl)propoxy)pyridine-3-yl)-9,10-dihydro-8-oxa-2,4,10a-triazanaphtho[2,1,8-cde]azulene-1(2H)-one